tert-butyl (R)-(1-(5-((8-fluoro-2-methylimidazo[1,2-a]pyridin-6-yl)carbamoyl)pyrazin-2-yl)-2-oxopyrrolidin-3-yl)carbamate FC=1C=2N(C=C(C1)NC(=O)C=1N=CC(=NC1)N1C([C@@H](CC1)NC(OC(C)(C)C)=O)=O)C=C(N2)C